C(CCCCCCCCC(=O)[O-])(=O)OCCCCCCCC(C)C monoisodecyl sebacate